(S)-2-(2-(4,8-dimethyl-1,2,3,4-tetrahydroquinoxaline-1-carbonyl)pyrrolidin-1-yl)-6-methyl-4-(trifluoromethyl)nicotinonitrile CN1CCN(C2=C(C=CC=C12)C)C(=O)[C@H]1N(CCC1)C1=C(C#N)C(=CC(=N1)C)C(F)(F)F